BrC=1C=C2CCN(C2=CC1)C1=NC(=NC2=CC=CC=C12)SN 4-(5-bromo-2,3-dihydro-1H-indol-1-yl)quinazolinesulfenamide